CSC(=C1C(CN(CC1=O)C(=O)OC(C)(C)C)=O)SC Tertiary butyl 4-(bis(methylthio)methylene)-3,5-dioxopiperidine-1-carboxylate